(S)-2-(4-(5-chloro-2-(1H-tetrazol-1-yl)phenyl)-2,3-dioxopiperazin-1-yl)-3-(4-(4-isopropyl-2-oxopiperazin-1-yl)phenyl)propionic acid ClC=1C=CC(=C(C1)N1C(C(N(CC1)[C@H](C(=O)O)CC1=CC=C(C=C1)N1C(CN(CC1)C(C)C)=O)=O)=O)N1N=NN=C1